6-bromo-3-(4-(4-butoxycarbonyl)piperazin-1-yl)pyrazine-2-carboxylic acid methyl ester COC(=O)C1=NC(=CN=C1N1CCN(CC1)C(=O)OCCCC)Br